C1(CCCC1)N1CC(C2=NC(=CC=C21)C(=O)N2C(CN(CC2)C2=CC=C(C=N2)CC(=O)O)(C)C)(C)C 2-(6-(4-(1-cyclopentyl-3,3-dimethyl-2,3-dihydro-1H-pyrrolo[3,2-b]pyridine-5-carbonyl)-3,3-dimethylpiperazin-1-yl)pyridin-3-yl)acetic acid